[Cl-].[Cl-].CO methanol dichloride